5,7-Dimethyl-N-(4-Ethynyl-2-Methoxyphenyl)Pyrazolo[1,5-A]Pyrimidine-3-Carboxamide CC1=NC=2N(C(=C1)C)N=CC2C(=O)NC2=C(C=C(C=C2)C#C)OC